tert-butyl 4-(5-((4-(1-(tert-butoxycarbonyl)-1,2,3,6-tetrahydropyridin-4-yl)phenyl)carbamoyl)thiophen-2-yl)-3,6-dihydropyridine-1(2H)-carboxylate C(C)(C)(C)OC(=O)N1CCC(=CC1)C1=CC=C(C=C1)NC(=O)C1=CC=C(S1)C=1CCN(CC1)C(=O)OC(C)(C)C